N1(N=CC=C1)C=1C=CC(=NC1)CN1C(C(N(C=C1)C1(CC1)CF)=O)=O 1-((5-(1H-pyrazol-1-yl)pyridin-2-yl)methyl)-4-(1-(fluoromethyl)cyclopropyl)-1,4-dihydropyrazine-2,3-dione